4,4'-[(4-imino-3-methyl-2,5-cyclohexadiene-1-ylidene)methylene]bis[2-methyl-aniline] N=C1C(=CC(C=C1)=C(C1=CC(=C(N)C=C1)C)C1=CC(=C(N)C=C1)C)C